(3aS)-3a-hydroxy-6-methyl-1-(4-nitrophenyl)-2,3-dihydropyrrolo[2,3-b]quinolin-4-one O[C@@]12C(=NC3=CC=C(C=C3C1=O)C)N(CC2)C2=CC=C(C=C2)[N+](=O)[O-]